1-(Isoquinolin-5-yl)ethanol C1=NC=CC2=C(C=CC=C12)C(C)O